COC1=C(C=C(C(=O)O)C=C1)S(NC1=C(C=CC(=C1)C(F)(F)F)N1CCCC1)(=O)=O 4-methoxy-3-(N-(2-(pyrrolidin-1-yl)-5-(trifluoromethyl)phenyl)sulfamoyl)benzoic acid